(dimethylsiloxy)-silane C[SiH](O[SiH3])C